1-bromo-3-fluoro-2-methoxy-5-(prop-1-en-2-yl)benzene BrC1=C(C(=CC(=C1)C(=C)C)F)OC